5-[(4R,10bS)-8-[(3R,4R)-4-amino-3-hydroxy-3-methyl-pyrrolidin-1-yl]-4-methyl-3,4,6,10b-tetrahydro-1H-pyrazino[2,1-a]isoindol-2-yl]quinoline-8-carbonitrile N[C@H]1[C@](CN(C1)C=1C=C2CN3[C@@H](C2=CC1)CN(C[C@H]3C)C3=C1C=CC=NC1=C(C=C3)C#N)(C)O